2-(4-Methylpiperazin-1-yl)-N-(4-((4-(piperidin-1-yl)phenyl)amino)-3-(trifluoromethyl)benzyl)acetamide CN1CCN(CC1)CC(=O)NCC1=CC(=C(C=C1)NC1=CC=C(C=C1)N1CCCCC1)C(F)(F)F